C(C)(C)(C)OC(=O)C=1C=CC2=C(N(C(=N2)CN2CC3=CC(=CC=C3CC2)OCC2=CC(=C(C=C2)Cl)F)C[C@H]2OCC2)C1 (S)-2-((7-((4-chloro-3-fluorobenzyl)oxy)-3,4-dihydroisoquinolin-2(1H)-yl)methyl)-1-((oxetan-2-yl)methyl)-1H-benzo[d]imidazole-6-carboxylic acid tert-butyl ester